4'-[(1-{[3-fluoro-4-(propan-2-yl)phenyl]carbamoyl}-D-prolyl)amino][1,1'-biphenyl]-4-carboxylic acid FC=1C=C(C=CC1C(C)C)NC(=O)N1[C@H](CCC1)C(=O)NC1=CC=C(C=C1)C1=CC=C(C=C1)C(=O)O